2-(2,6-dioxopiperidin-3-yl)-5-(2-(2-(2-(4-(5-methyl-5H-pyrido[4,3-b]indol-7-yl)piperazin-1-yl)ethoxy)ethoxy)ethoxy)isoindoline-1,3-dione O=C1NC(CCC1N1C(C2=CC=C(C=C2C1=O)OCCOCCOCCN1CCN(CC1)C=1C=CC=2C3=C(N(C2C1)C)C=CN=C3)=O)=O